1-undecyl-2-butylpyrrolium chloride [Cl-].C(CCCCCCCCCC)[NH+]1C(=CC=C1)CCCC